FC[C@@H]1[C@@H](C1)C(=O)NC=1N=CC2=C(N=CC(=C2C1)C=1OC2=C(N1)C=C(C=C2)N2C[C@@H](OCC2)C)NC (1R,2S)-2-(fluoromethyl)-N-(8-(methylamino)-5-(5-((S)-2-methylmorpholino)benzo[d]oxazol-2-yl)-2,7-naphthyridin-3-yl)cyclopropane-1-carboxamide